C(C)(C)(C)OC(=O)N1CCC(CC1)C=1C=C2C(=CNC2=CC1)C(CO[Si](C)(C)C(C)(C)C)C 4-(3-(1-((tert-butyldimethylsilyl)oxy)propan-2-yl)-1H-indol-5-yl)piperidine-1-carboxylic acid tert-butyl ester